C(C)(=O)C1=CC=C(C=C1)N1C(N2N(CC=C3C2C=2C=C(C(=C(C2OC3(C)C)Cl)O)Cl)C1=O)=O 2-(4-acetylphenyl)-9,11-dichloro-10-hydroxy-7,7-dimethyl-5,12b-dihydro-1H,7H-chromeno[4,3-c][1,2,4]triazolo[1,2-a]pyridazine-1,3(2H)-dione